C(C)O[Si](OCC)(OCC)CN1C=CC=C1 1-(triethoxysilylmethyl)pyrrole